ClC=1C=C(C=C(C1)NS(=O)(=O)C)NC(=O)C1=CN(C(=C1)C)C1=NC=C(C=C1)N1CC2C(C1)COC2 N-(3-chloro-5-(methylsulfonylamino)phenyl)-5-methyl-1-(5-(tetrahydro-1H-furo[3,4-c]pyrrol-5(3H)-yl)pyridin-2-yl)-1H-pyrrole-3-carboxamide